FC1=NC(=CC=C1B(O)O)O 2-FLUORO-6-HYDROXYPYRIDINE-3-BORONIC ACID